[Na+].C(CCCCCCCCCCC)S(=O)(=O)[O-] lauryl-sulfonic acid, sodium salt